5,7-dimethoxy-2-(3,4,5-trimethoxyphenyl)-4H-chromen COC1=C2CC=C(OC2=CC(=C1)OC)C1=CC(=C(C(=C1)OC)OC)OC